bis(3-(trifluoromethyl)phenyl)iodonium trifluoromethanesulfonate FC(S(=O)(=O)[O-])(F)F.FC(C=1C=C(C=CC1)[I+]C1=CC(=CC=C1)C(F)(F)F)(F)F